BrC=1C=C(C=CC1)C[C@@H](C(=O)NC)NC(=O)C1=CC(=NN1CC1=CC(=CC=C1)C)C=1C=C(C=CC1)C (S)-N-(3-(3-bromophenyl)-1-(methylamino)-1-oxopropan-2-yl)-1-(3-methylbenzyl)-3-(m-tolyl)-1H-pyrazole-5-carboxamide